4-(6-chloro-8-fluoro-2-(((2R,7aS)-2-fluorotetrahydro-1H-pyrrolizin-7a(5H)-yl)methoxy)-4-(1,6-diazaspiro[3.4]octan-6-yl)quinazolin-7-yl)-7-fluorobenzo[d]thiazol-2-amine ClC=1C=C2C(=NC(=NC2=C(C1C1=CC=C(C2=C1N=C(S2)N)F)F)OC[C@]21CCCN1C[C@@H](C2)F)N2CC1(CCN1)CC2